BrC1=C(C=CC(=C1)N1C2CN(C(C1)C2)C)NC2=NC=C(C(=N2)NCCCNC(=O)C2CCC2)C(F)(F)F N-(3-((2-((2-bromo-4-(5-methyl-2,5-diazabicyclo[2.2.1]heptan-2-yl)phenyl)amino)-5-(trifluoromethyl)pyrimidin-4-yl)amino)propyl)cyclobutanecarboxamide